ClC=1C(=C2C=NNC2=C(C1C1=CC=C(CNC(C2=C(C=CC(=C2)F)OC)=O)C=C1)C#N)N1[C@@H](CCC1)C (R)-N-(4-(5-chloro-7-cyano-4-(2-methylpyrrolidin-1-yl)-1H-indazol-6-yl)benzyl)-5-fluoro-2-methoxybenzamide